C(C)(C)C=1C=2N(C=CC1)N=C(C2)[C@H]2N(CCC1=C2N=CN1)C(=O)C=1OC(=NN1)C1=NC=CC=N1 (S)-(4-(4-isopropylpyrazolo[1,5-a]pyridin-2-yl)-1,4,6,7-tetrahydro-5H-imidazo[4,5-c]pyridin-5-yl)(5-(pyrimidin-2-yl)-1,3,4-oxadiazol-2-yl)methanone